tert-butyl 2-(4-(2-chlorophenyl) thiazol-2-yl)-2-cyclopropylhydrazine-1-carboxylate ClC1=C(C=CC=C1)C=1N=C(SC1)N(NC(=O)OC(C)(C)C)C1CC1